C(C(C)C)C1=CC(=NC=C1[Si](C)(C)C)C1=CC=C(C=C1)N1C2=CC=CC=C2C=2C=CC=CC12 9-(4-(4-isobutyl-5-(trimethylsilyl)pyridin-2-yl)phenyl)-9H-carbazole